(R)-1-(2-Ethynylthiazol-4-yl)-3-(2-hydroxy-1-(2',3',4',5'-tetrahydro-[1,1'-biphenyl]-4-yl)ethyl)urea C(#C)C=1SC=C(N1)NC(=O)N[C@@H](CO)C1=CC=C(C=C1)C=1CCCCC1